C(C1=CC=CC=C1)OC1=CC=C2C(=CC=NC2=C1)OC1=C(C=C2C=CC(OC2=C1)(C)C)Br 7-benzyloxy-4-(6-bromo-2,2-dimethyl-2H-chromen-7-yloxy)quinoline